C(C1=CC=CC=C1)O[C@@H]1[C@H](N(C[C@@H]([C@H]1OCC1=CC=CC=C1)OCC1=CC=CC=C1)CC1CCNCC1)C (2R,3R,4R,5S)-3,4,5-tris(benzyloxy)-2-methyl-1-(piperidin-4-ylmethyl)piperidine